ClC1=CC(=C2CCNCC2=C1)[C@H]1N(CCC1)C(=O)[O-] (S)-2-(7-chloro-1,2,3,4-tetrahydroisoquinolin-5-yl)tetrahydropyrrole-1-carboxylate